C(C)N1C(C2=C(C(=C1)F)N(C=C2[N+](=O)[O-])C)=O 5-Ethyl-7-fluoro-1-methyl-3-nitro-1H-pyrrolo[3,2-c]pyridin-4(5H)-one